2-methyl-N-[3-chloro-4-[4-(3-hydroxycyclobutanecarbonyl)piperazine-1-carbonyl]phenyl]-5-(2,3-difluoro-4-methoxy-phenyl)-imidazole CC=1N(C(=CN1)C1=C(C(=C(C=C1)OC)F)F)C1=CC(=C(C=C1)C(=O)N1CCN(CC1)C(=O)C1CC(C1)O)Cl